2-[2-nitro-1-[3-(trifluoromethyl)phenyl]ethyl]malonic acid 1,3-diethyl ester C(C)OC(C(C(=O)OCC)C(C[N+](=O)[O-])C1=CC(=CC=C1)C(F)(F)F)=O